[N+](=[N-])=C1C=C(C2=CC=CC=C2C1=O)S(=O)(=O)Cl 3-diazo-4-oxo-3,4-dihydro-1-naphthalenesulfonyl chloride